FC1=C(C=CC=C1[N+](=O)[O-])C=1C(=NN(N1)C)C(NC)([2H])[2H] 1-(5-(2-fluoro-3-nitrophenyl)-2-methyl-2H-1,2,3-triazol-4-yl)-N-methyl-methane-d2-amine